O=C1NC2=CC=C(C=C2CC12CN(CC2)C#N)C2=CC(=CC=C2)N2CCCCC2 oxo-6'-(3-(piperidin-1-yl)phenyl)-1',4'-dihydro-2'H-spiro[pyrrolidine-3,3'-quinoline]-1-carbonitrile